BrC(CCCCCOC(\C=C(/CCCCCCCCCC)\CCCCCCCC)=O)C.NC1=C(C=C(C=N1)C1=CC=C(C(=O)N)C=C1)C1=CC=C(C=C1)OCOC 4-[6-amino-5-[4-(methoxy-methoxy)phenyl]-3-pyridyl]benzamide (Z)-6-bromoheptyl-3-octyltridec-2-enoate